3-phenyl-5,6-dihydro-1,4,2-di-Oxazine C1(=CC=CC=C1)C1=NOCCO1